CC(C)C(C#CCCCCCCCC)=O 2-METHYLTRIDEC-4-yn-3-one